2-(((R)-1-(2-((R)-4-(2-cyano-4-(trifluoromethyl)phenyl)-2-methylpiperazin-1-yl)-3,7-dimethyl-4-oxo-4H-pyrido[1,2-a]pyrimidin-9-yl)ethyl)amino)benzoic acid C(#N)C1=C(C=CC(=C1)C(F)(F)F)N1C[C@H](N(CC1)C=1N=C2N(C(C1C)=O)C=C(C=C2[C@@H](C)NC2=C(C(=O)O)C=CC=C2)C)C